C1C(CC12CCNCC2)CN2CCC(CC2)N2N=CC1=CC(=C(C=C21)OC)C2(NC(=CC=C2)C(F)(F)F)C(=O)N 2-(1-(7-azaspiro[3.5]nonane-2-ylmethylpiperidin-4-yl)-6-methoxyindazol-5-yl)-6-(trifluoromethyl)pyridine-2-carboxamide